2,6-Dimethoxy-4-(5-phenyl-4-(thiophen-2-yl)-1H-imidazol-2-yl)phenyl 2',6'-diethyl-[1,4'-bipiperidine]-1'-carboxylate C(C)C1N(C(CC(C1)N1CCCCC1)CC)C(=O)OC1=C(C=C(C=C1OC)C=1NC(=C(N1)C=1SC=CC1)C1=CC=CC=C1)OC